BrC=1N=C2C(=NC1OC)N=C(N2C)C2=C(C=C(C=C2C)C(F)(F)F)OC 5-bromo-6-methoxy-2-[2-methoxy-6-methyl-4-(trifluoromethyl)phenyl]-3-methyl-imidazo[4,5-b]pyrazine